C(\C=C\C)=O (2E)-butenal